1-[(2R,3R,4S,5R)-3,4-dihydroxy-5-(hydroxymethyl)oxolane-2-yl]pyrimidine-2,4-dione O[C@H]1[C@@H](O[C@@H]([C@H]1O)CO)N1C(NC(C=C1)=O)=O